5,6-dimethylphenanthroline CC1=C2C=CC=NC2=C2N=CC=CC2=C1C